[(4E,6Z,8S,9S,10E,12S,13R,14S,16R)-13-hydroxy-8,14,19-trimethoxy-4,10,12,16-tetramethyl-3,20,22-trioxo-2-azabicyclo[16.3.1]docosa-1(21),4,6,10,18-pentaen-9-yl]carbamate O[C@@H]1[C@H](/C=C(/[C@@H]([C@H](\C=C/C=C(/C(NC2=CC(C(=C(C[C@H](C[C@@H]1OC)C)C2=O)OC)=O)=O)\C)OC)NC([O-])=O)\C)C